pentaerythritol tetrakis-[beta-(3,5-di-tert-butyl-4-hydroxyphenyl) propionate] C(C)(C)(C)C=1C=C(C=C(C1O)C(C)(C)C)CCC(=O)OCC(COC(CCC1=CC(=C(C(=C1)C(C)(C)C)O)C(C)(C)C)=O)(COC(CCC1=CC(=C(C(=C1)C(C)(C)C)O)C(C)(C)C)=O)COC(CCC1=CC(=C(C(=C1)C(C)(C)C)O)C(C)(C)C)=O